1-(5-fluoro-2-{3-methoxy-4-[methyl-(2-pyrrolidin-1-yl-ethyl)-amino]-phenylamino}-pyrimidin-4-yl)-1H-indole-3-carboxylic acid amide FC=1C(=NC(=NC1)NC1=CC(=C(C=C1)N(CCN1CCCC1)C)OC)N1C=C(C2=CC=CC=C12)C(=O)N